5-Ethynylpyridin-3-yl 3-[4-(2-aminothiazol-4-yl)-1H-1,2,3-triazol-1-yl]-3-deoxy-2-O-methyl-1-thio-α-D-galactopyranoside NC=1SC=C(N1)C=1N=NN(C1)[C@@H]1[C@H]([C@@H](SC=2C=NC=C(C2)C#C)O[C@@H]([C@@H]1O)CO)OC